8-(2-(3-Fluoropyridin-2-yl)ethyl)-12-propyl-4-oxa-8,12-diazadispiro[2.1.5.3]tridecan FC=1C(=NC=CC1)CCN1CCC2(OC3(CC3)CN(C2)CCC)CC1